(3-chloro-2,4,6-trifluorophenyl)methanamine ClC=1C(=C(C(=CC1F)F)CN)F